(propylcyclopentadienyl)(1,3-dimethyl-tetrahydroindenyl)zirconium C(CC)C1(C=CC=C1)[Zr]C1(CC(C2CC=CC=C12)C)C